C(C=C)(=O)N1C[C@@H](N(CC1)C=1C2=C(N(C(N1)=O)C=1C(=NC=CC1SC)C(C)C)N=C(C(=C2)F)C2=C(C=CC=C2O)F)C ((S)-4-acryloyl-2-methylpiperazin-1-yl)-6-fluoro-7-(2-fluoro-6-hydroxyphenyl)-1-(2-isopropyl-4-(methylthio)pyridin-3-yl)pyrido[2,3-d]pyrimidin-2(1H)-one